CNC1CCN(CC1)C1=C2C=NNC2=C(C=C1)C(=O)N 4-[4-(methylamino)piperidin-1-yl]indazole-7-carboxamide